C(=O)C1CCC(CC1)N1N=C2C=C(C(=CC2=C1)NC(=O)C1=NC(=CC=C1)C(F)(F)F)OC N-(2-((1r,4r)-4-formylcyclohexyl)-6-methoxy-2H-indazol-5-yl)-6-(trifluoromethyl)pyridinecarboxamide